BrC=1C(=NC(=NC1)SC)C(NC=O)C#N N-((5-bromo-2-(Methylthio)pyrimidin-4-yl)(cyano)methyl)formamide